3-fluoro-4'-[(1-{[3-fluoro-4-(propan-2-yl)phenyl]carbamoyl}-D-prolyl)amino][1,1'-biphenyl]-4-carboxylic acid FC=1C=C(C=CC1C(=O)O)C1=CC=C(C=C1)NC([C@@H]1N(CCC1)C(NC1=CC(=C(C=C1)C(C)C)F)=O)=O